BrC=1C=C2C(CN(C2=CC1)C(CCCCCCCCCCC)=O)(C)CCN(C(C)=O)C N-(2-(5-bromo-1-dodecanoyl-3-methylindolin-3-yl)ethyl)-N-methylacetamide